C(OC1=CC=C(C=C1)[N+](=O)[O-])(OCCC1=CSC=C1)=O 4-nitrophenyl (2-(thiophen-3-yl)ethyl) carbonate